1-(oxetan-3-ylmethyl)-N-((5-phenyl-1,3,4-thiadiazol-2-yl)methyl)-1H-1,2,3-triazole-4-carboxamide O1CC(C1)CN1N=NC(=C1)C(=O)NCC=1SC(=NN1)C1=CC=CC=C1